BrC=1C=C2C(=NC=NC2=CC1OCCNC(OC(C)(C)C)=O)C=1C(=NN(C1)C)C1=CC=CC=C1 tert-butyl (2-((6-bromo-4-(1-methyl-3-phenyl-1H-pyrazol-4-yl)quinazolin-7-yl)oxy)ethyl)carbamate